1-ethyl-6-fluoro-7-(4-methylpiperazin-1-yl)-3-(3,4,5-trimethoxycinnamoyl)-quinoline C(C)N1CC(=CC2=CC(=C(C=C12)N1CCN(CC1)C)F)C(C=CC1=CC(=C(C(=C1)OC)OC)OC)=O